C(C)(C)(C)N1CCC(CC1)N1CCN(CCC1)C1=CC=CC(=N1)C(=O)NC1=CC=NC=C1 6-[4-(1-tert-Butylpiperidin-4-yl)-1,4-diazepan-1-yl]-N-(pyridine-4-yl)pyridine-2-carboxamide